4-(2-hydroxypropan-2-yl)-6-(1H-imidazol-1-yl)-N-(4-(2-methoxyethoxy)cyclohexyl)picolinamide OC(C)(C)C1=CC(=NC(=C1)N1C=NC=C1)C(=O)NC1CCC(CC1)OCCOC